deca-8-ene-3-one CCC(CCCCC=CC)=O